N-(4-(4-amino-7-methyl-5-(4-(6-methylpyridin-2-yloxy)phenyl)-7H-pyrrolo[2,3-d]pyrimidin-6-yl)-3-methylphenyl)methacrylamide NC=1C2=C(N=CN1)N(C(=C2C2=CC=C(C=C2)OC2=NC(=CC=C2)C)C2=C(C=C(C=C2)NC(C(=C)C)=O)C)C